Hydroxy-methyl-butyrate OC(C(=O)[O-])(CC)C